C(C)(C)(C)OC(=O)NC[C@H](C)OC(=O)N[C@@H](CCOC1CC(C1)CCC1=NC=2NCCCC2C=C1)C(=O)O N-((((S)-1-((tert-butoxycarbonyl)amino)propan-2-yl)oxy)carbonyl)-O-((1S,3S)-3-(2-(5,6,7,8-tetrahydro-1,8-naphthyridin-2-yl)ethyl)cyclobutyl)-L-homoserine